FC1(CC(C1)NC(=O)C1=CC(=NC=2N1N=C(C2C(=O)N)C)OC)F N7-(3,3-difluorocyclobutyl)-5-methoxy-2-methyl-pyrazolo[1,5-a]pyrimidine-3,7-dicarboxamide